6-(4-chlorophenyl)-5-phenyl-4,5-dihydro-2H-pyridazin-3-one ClC1=CC=C(C=C1)C=1C(CC(NN1)=O)C1=CC=CC=C1